2,3,8,9,14,15-hexachlorodiquinoxalino[2,3-a:2',3'-c]phenazine ClC=1C(=CC2=NC3=C(C4=NC5=CC(=C(C=C5N=C4C4=C3N=C3C=C(C(=CC3=N4)Cl)Cl)Cl)Cl)N=C2C1)Cl